5-fluoro-9-amino-8-(4-fluorophenyl)-8,9-dihydro-2H-pyrido[4,3,2-de]Phthalazine-3(7H)-one-7-carboxylic acid tert-butyl ester C(C)(C)(C)OC(=O)N1C(C(C2=NNC(C=3C=C(C=C1C23)F)=O)N)C2=CC=C(C=C2)F